6-Fluoro-1H-2,1-benzothiazin-4(3H)-on-2,2-dioxid FC=1C=CC2=C(C(CS(N2)(=O)=O)=O)C1